(propan-2-yl)-1H-1,2,3-benzotriazole-5-carbohydrazide CC(C)N1N=NC2=C1C=CC(=C2)C(=O)NN